ClC1=CC(=C2C(=C3N(C2=C1Cl)CC(CC3)NC(OC(C)(C)C)=O)C=3C=NN(C3)C3OCCCC3)OCC#N tert-butyl N-[3,4-dichloro-1-(cyanomethoxy)-10-(1-tetrahydropyran-2-ylpyrazol-4-yl)-6,7,8,9-tetrahydropyrido[1,2-a]indol-7-yl]carbamate